C(C)OC(COC1=NC=CC=C1OC1=C(C=C(C(=C1)N1N=C(N(C1=O)C(F)F)C)F)[N+](=O)[O-])=O 2-[[3-[5-[4-difluoromethyl-3-methyl-5-oxo-1,2,4-triazol-1-yl]-4-fluoro-2-nitrophenoxy]-2-pyridinyl]oxy]acetic acid ethyl ester